C1(=CC=CC=C1)[C@H]1COCCN1C1=NC(=NC2=CC=CC=C12)C(=O)N 4-((S)-3-phenylmorpholino)quinazoline-2-carboxamide